tert-butyl 3-methyl-6-(2-(methylamino)benzo[d]thiazol-5-yl)-3,4-dihydropyridine-1(2H)-carboxylate CC1CN(C(=CC1)C=1C=CC2=C(N=C(S2)NC)C1)C(=O)OC(C)(C)C